1,1-dibromo-3,3-dichloro-1,3-disilacyclobutane Br[Si]1(C[Si](C1)(Cl)Cl)Br